FC1=NC=CC(=C1NC1=C(C=C(C=C1)I)F)C(=O)N1CC(C1)(O)[C@H](CC)NC1C[C@@H]([C@@H](C1)O)O (1R,2S)-4-({(1S)-1-[1-({2-fluoro-3-[(2-fluoro-4-iodophenyl)amino]pyridin-4-yl}carbonyl)-3-hydroxyazetidin-3-yl]propyl}amino)cyclopentane-1,2-diol